CC1=CC=C(C=C1)S(=O)(=O)[O-].COC1=CC=CC2=C1CC1CC(C[NH2+]C1C2)C(=O)OC 6-methoxy-3-(methoxycarbonyl)-1,2,3,4,4a,5,10,10a-octahydrobenzo[g]quinolin-1-ium 4-methylbenzenesulfonate